N-[2-(cyclopropylmethoxy)-4-(2-bromo-3-phenylbenzyloxy)-5-chlorobenzyl]serine amide C1(CC1)COC1=C(CNC([C@@H](N)CO)=O)C=C(C(=C1)OCC1=C(C(=CC=C1)C1=CC=CC=C1)Br)Cl